(1-(4-hydroxybutyl)piperidine-3,5-diyl)bis(hexane-6,1-diyl) bis(2-octyldecanoate) C(CCCCCCC)C(C(=O)OCCCCCCC1CN(CC(C1)CCCCCCOC(C(CCCCCCCC)CCCCCCCC)=O)CCCCO)CCCCCCCC